4-(4-fluorobenzyl)-N,N-dimethylnaphthalene-1-amine FC1=CC=C(CC2=CC=C(C3=CC=CC=C23)N(C)C)C=C1